2,3,5,6-tetrafluoro-1,4-benzenedicarboxylic acid FC1=C(C(=C(C(=C1F)C(=O)O)F)F)C(=O)O